C(C1=CC=CC=C1)N1N=CC2=C(C1)N(C1=C2SC(=N1)SC)C1CC1 6-benzyl-4-cyclopropyl-2-(methylsulfanyl)-4,6-dihydro-5H-thiazolo[5',4':4,5]Pyrrolo[2,3-d]Pyridazine